FC(N1N=CC(=C1)OC1=C(C=C(C=N1)C=1N(C(C2=CC(=CC(=C2C1)[C@@H](C)NC1=C(C(=O)O)C=CC=C1)F)=O)C)F)F (R)-2-((1-(3-(6-((1-(difluoromethyl)-1H-pyrazol-4-yl)oxy)-5-fluoropyridin-3-yl)-7-fluoro-2-methyl-1-oxo-1,2-dihydroisoquinolin-5-yl)ethyl)amino)benzoic acid